malic acid di-(4-ethoxy-4-oxo-butan-2-yl) ester C(C)OC(CC(C)OC(C(O)CC(=O)OC(C)CC(=O)OCC)=O)=O